3-(4-chlorophenyl)-1-[2-(4-chlorophenyl)ethyl]urea ClC1=CC=C(C=C1)NC(NCCC1=CC=C(C=C1)Cl)=O